Tert-butyl oct-4-ene-7-carboxylate CCCC=CCC(C)C(=O)OC(C)(C)C